ethyl 3-oxo-2,3-dihydro-1H-indene-5-carboxylate O=C1CCC2=CC=C(C=C12)C(=O)OCC